ClC(=O)[C@@](C(=O)OCC1=CC=CC=C1)(CCCCCCCCCCC(=O)OCC1=CC=CC=C1)CCCCCCCCCCC Dibenzyl (R)-2-(chlorocarbonyl)-2-undecyltridecanedioate